serylserine N[C@@H](CO)C(=O)N[C@@H](CO)C(=O)O